(E)-1-(3,4-dihydroxyphenyl)ethan-1-one O-(3-(5-propyl-1,2,4-oxadiazol-3-yl)benzyl) oxime C(CC)C1=NC(=NO1)C=1C=C(CO\N=C(/C)\C2=CC(=C(C=C2)O)O)C=CC1